2-(1-methylpropyl)pyridine CC(CC)C1=NC=CC=C1